tert-butyl (3-(((3-pentanamidoquinolin-4-yl)amino)methyl)phenyl)carbamate C(CCCC)(=O)NC=1C=NC2=CC=CC=C2C1NCC=1C=C(C=CC1)NC(OC(C)(C)C)=O